P(O)(=O)(OP(=O)(O)OP(=O)(O)O)OC[C@@H]1[C@H](C[C@@H](O1)N1C(=O)N=C(N)C=C1)O 2'-deoxycytidine-5'-O-triphosphate